2,3-difluoro-6-isopropoxybenzaldehyde FC1=C(C=O)C(=CC=C1F)OC(C)C